(R)-1-Chloro-6-cyclopropyl-4-((1-(3-(difluoromethyl)-2-fluorophenyl)ethyl)amino)pyrido[3,4-d]Pyridazin-7(6H)-one ClC=1C=2C(C(=NN1)N[C@H](C)C1=C(C(=CC=C1)C(F)F)F)=CN(C(C2)=O)C2CC2